C(CCCCCC)(=O)N[C@@H](CCC(N)=O)C(=O)O N-heptanoyl-glutamine